S1C(=NC2=C1C=CC=C2)C([C@H](CCCNC(=N)N)NC([C@H](CC(C)C)NC(OC2CCN(CC2)S(=O)(=O)C2=CC=CC=C2)=O)=O)=O 1-(phenylsulfonyl)piperidin-4-yl ((S)-1-(((S)-1-(benzo[d]thiazol-2-yl)-5-guanidino-1-oxopentan-2-yl)amino)-4-methyl-1-oxopentan-2-yl)carbamate